NC=1C=C(C=C(C1)C(F)(F)F)[C@@H](C)NC=1C=2C=C(C=NC2C(=CN1)C)N1CCN(CC1)CC (R)-N-(1-(3-amino-5-(trifluoromethyl)phenyl)ethyl)-3-(4-ethylpiperazin-1-yl)-8-methyl-1,6-naphthyridin-5-amine